(S)-2-Methylbutyl acetate C(C)(=O)OC[C@H](CC)C